[NH+]1=C2C(=CC=C1)CCC2 (S)-(6,7-dihydro-5H-cyclopenta[B]pyridinium)